O1CCC2=CC=CC=C12 coumarane